(1-methyl 1H-imidazol-5-yl) methylcarbamate CNC(OC1=CN=CN1C)=O